FC1=C(C=C(C=C1)[C@H](C)NC(=O)C=1C(=NC2=C(N=C(C=C2C1N1CCN[C@H](CC1)C)C)C1CC1)N1[C@@H](COCC1)C)OC N-[(S)-1-(4-fluoro-3-methoxyphenyl)ethyl]-2-[(R)-3-methyl-4-morpholinyl]-4-[(S)-5-methyl-1,4-diazepan-1-yl]-8-cyclopropyl-6-methyl-1,7-diaza-3-naphthamide